OCC#CC1=C2CN(C(C2=CC=C1)=C=O)C1C(NC(CC1)=O)=O 3-(4-(3-Hydroxyprop-1-yn-1-yl)-1-carbonylisoindolin-2-yl)piperidine-2,6-dione